4-(phenoxy-4-d)benzonitrile O(C1=CC=C(C=C1)[2H])C1=CC=C(C#N)C=C1